C=C1CC2(CC(CN2C1)=C)COC=1N=C(C2=C(N1)C(=C(N=C2)C2=CC(=CC1=CC=C(C(=C21)CC)F)OCOC)F)OCC(F)(F)F 2-((2,6-dimethylenetetrahydro-1H-pyrrolizin-7a(5H)-yl)methoxy)-7-(8-ethyl-7-fluoro-3-(methoxymethoxy)naphthalen-1-yl)-8-fluoro-4-(2,2,2-trifluoroethoxy)pyrido[4,3-d]pyrimidine